C(#N)C1=NC2=CC(=CC(=C2N=C1N1CCC(CC1)(F)F)[C@@H](C)NC1=C(N=CS1)C(=O)O)C (R)-5-((1-(2-cyano-3-(4,4-difluoropiperidin-1-yl)-7-methylquinoxalin-5-yl)ethyl)amino)thiazole-4-carboxylic acid